FC1=CC2=C(N=C(O2)C=2C(=C(C=CC2)C2=CC=CC=C2)C)C=C1CN1[C@@H](CCC1)C(=O)O ((6-fluoro-2-(2-methyl-[1,1'-biphenyl]-3-yl)benzo[d]oxazol-5-yl)methyl)-L-proline